ClC1=C(C=C(C(=C1)C#N)OC1=C(C=CC=C1C)C)NC(OC)=O methyl 2-chloro-4-cyano-5-(2,6-dimethylphenoxy)phenylcarbamate